6-(5-(((1R,2S,3S,5S)-2-fluoro-8-azabicyclo[3.2.1]octan-3-yl)oxy)pyrazin-2-yl)isoquinolin-7-ol F[C@H]1[C@H]2CC[C@@H](C[C@@H]1OC=1N=CC(=NC1)C=1C=C3C=CN=CC3=CC1O)N2